O=C1N(C(C=C1)=O)CCC(=O)N[C@H](C(=O)N[C@H](C(=O)NC1=CC=C(COC(=O)N(CC(=O)OC(C)(C)C)C)C=C1)C)C(C)C tert-butyl N-(((4-((S)-2-((S)-2-(3-(2,5-dioxo-2,5-dihydro-1H-pyrrol-1-yl)propanamido)-3-methylbutanamido)propanamido)benzyl)oxy)carbonyl)-N-methylglycinate